S(N)(OC[C@@H]1OC2(O[C@H]1CC1=CC=CC=C1)CCCC2)(=O)=O ((2S,3S)-3-benzyl-1,4-dioxaspiro[4.4]nonan-2-yl)methyl sulfamate